(R)-3-((4-(1-((5-(2,4-dioxotetrahydropyrimidin-1(2H)-yl)pyridin-2-yl)methyl)piperidin-4-yl)phenyl)amino)-5-(3-(3-methyl-2-oxoimidazolin-1-yl)piperidin-1-yl)pyrazine-2-carboxamide O=C1N(CCC(N1)=O)C=1C=CC(=NC1)CN1CCC(CC1)C1=CC=C(C=C1)NC=1C(=NC=C(N1)N1C[C@@H](CCC1)N1C(N(CC1)C)=O)C(=O)N